methyl 4-((2R,5S)-3-(3-methyl-4-nitrophenyl)-2-(trifluoromethyl)oxazolidine-5-carbonyl)piperazine-1-carboxylate CC=1C=C(C=CC1[N+](=O)[O-])N1[C@H](O[C@@H](C1)C(=O)N1CCN(CC1)C(=O)OC)C(F)(F)F